5-cyano-3-methyl-N-(3-(oxazol-5-yl)-1H-indazol-5-yl)-4-(trifluoromethyl)picolinamide C(#N)C=1C(=C(C(=NC1)C(=O)NC=1C=C2C(=NNC2=CC1)C1=CN=CO1)C)C(F)(F)F